OC1=CC=C(C=C1)C1=C(C=C(C=C1)C1=CC=C(C=C1)O)C=C 4-[4-(4-hydroxyphenyl)-3-vinyl-phenyl]phenol